C(C1=CC=CC=C1)N1C2=C(SCC1=O)C=CC(=C2)NC(=O)NC2=CNC1=CC=C(C=C21)C2=CC(=CC=C2)S(=O)(=O)C 1-(4-benzyl-3-oxo-3,4-dihydro-2H-benzo[b][1,4]thiazin-6-yl)-3-(5-(3-(methylsulfonyl)phenyl)-1H-indol-3-yl)urea